C(C)C=1N=C(C2=C(N1)SC(=C2)C)NCCCC2=CC=C(C=C2)C2=CN=NC=C2 2-ethyl-6-methyl-N-(3-(4-(pyridazin-4-yl)phenyl)propyl)thieno[2,3-d]pyrimidin-4-amine